2-amino-N-(6-(3-(pyridin-4-yl)phenyl)pyridin-2-yl)acetamide NCC(=O)NC1=NC(=CC=C1)C1=CC(=CC=C1)C1=CC=NC=C1